O1CCC2=C1C=CC(=C2)CC(=O)NC2=CC=C(C=C2)C2=NC=NC1=CC(=C(C=C21)OC)OCCCN2CCN(CC2)C 2-(2,3-dihydrobenzofuran-5-yl)-N-(4-(6-methoxy-7-(3-(4-methylpiperazin-1-yl)propoxy)quinazoline-4-yl)phenyl)acetamide